3-decyl-1,10-phenanthroline C(CCCCCCCCC)C=1C=NC2=C3N=CC=CC3=CC=C2C1